FC1=CC=C(C=C1)C1(C=CC2=C(O1)C=1C=CC=CC1C1=C2C(C2=C(C=C(C=C21)C2=CC=C(C=C2)NC(C2=CC=C(C=C2)C2=CC=C(C=C2)[C@@H]2CC[C@H](CC2)CCCCC)=O)Br)(C)C)C2=CC=C(C=C2)N2CCCCC2 3-(4-Fluorophenyl)-3-(4-piperidinophenyl)-10-[4-(4-(4-(trans-4-pentylcyclohexyl)phenyl)benzamido)phenyl]-12-bromo-13,13-dimethyl-3,13-dihydro-indeno[2',3':3,4]naphtho[1,2-b]pyran